2-[1-[2-(3-Isopropyl-[1,2,4]triazolo[4,3-a]pyridin-6-yl)-6-methyl-4-oxo-chromen-8-yl]ethylamino]benzoic acid C(C)(C)C1=NN=C2N1C=C(C=C2)C=2OC1=C(C=C(C=C1C(C2)=O)C)C(C)NC2=C(C(=O)O)C=CC=C2